5-[3-(benzyloxy)-7-({[2-(benzyloxy)ethyl]amino}methyl)-1-fluoro-5,6,7,8-tetrahydronaphthalen-2-yl]-1λ6,2,5-thiadiazolidine-1,1,3-trione C(C1=CC=CC=C1)OC=1C(=C(C=2CC(CCC2C1)CNCCOCC1=CC=CC=C1)F)N1CC(NS1(=O)=O)=O